1-(1-(4-(Cyclohexyloxy)pyridin-2-yl)piperidin-4-yl)-3-(pyridin-3-yl)thiourea C1(CCCCC1)OC1=CC(=NC=C1)N1CCC(CC1)NC(=S)NC=1C=NC=CC1